CC1=C(C=C(C=N1)NC(C1=CC(=CC=C1)C(F)(F)F)=O)N1C(N(C2=NC(=NC=C2C1)S(=O)(=O)C)C)=O N-(6-methyl-5-(1-methyl-7-(methylsulfonyl)-2-oxo-1,2-dihydropyrimido[4,5-d]pyrimidin-3(4H)-yl)pyridin-3-yl)-3-(trifluoromethyl)benzamide